2-([5-(3-cyclopropoxyphenyl)-1-(2-ethoxyphenyl)-1H-pyrazol-3-yl]-methoxy)-2-methylpropanoic acid C1(CC1)OC=1C=C(C=CC1)C1=CC(=NN1C1=C(C=CC=C1)OCC)COC(C(=O)O)(C)C